tert-butyl 3-(4-((5-amino-1-(benzenesulfonyl)-1H-pyrrolo[2,3-b]pyridin-4-yl)amino)-1H-pyrazol-1-yl)-3-(cyanomethyl)azetidine-1-carboxylate NC=1C(=C2C(=NC1)N(C=C2)S(=O)(=O)C2=CC=CC=C2)NC=2C=NN(C2)C2(CN(C2)C(=O)OC(C)(C)C)CC#N